5-Hydroxy-2-methyl-2-(4-methylpent-3-en-1-yl)-7-pentyl-N-(prop-2-yn-1-yl)-2H-chromen-6-carboxamide OC1=C2C=CC(OC2=CC(=C1C(=O)NCC#C)CCCCC)(CCC=C(C)C)C